4-(6-(4-((2-methoxypyrimidin-5-yl)methyl)piperazin-1-yl)pyridin-3-yl)-6-(1-methyl-1H-pyrazol-4-yl)pyrazolo[1,5-a]pyrazine-3-carbonitrile COC1=NC=C(C=N1)CN1CCN(CC1)C1=CC=C(C=N1)C=1C=2N(C=C(N1)C=1C=NN(C1)C)N=CC2C#N